COC(=O)CC=1C(NC(NC1)=O)=O methoxycarbonylmethyluracil